(R)-N-(4-fluoro-3-methylphenyl)-1,2,4-trimethyl-5-(2-oxo-2-((4-((1,1,1-trifluoropropan-2-yl)carbamoyl)tetrahydro-2H-pyran-4-yl)amino)acetyl)-1H-pyrrole-3-carboxamide FC1=C(C=C(C=C1)NC(=O)C1=C(N(C(=C1C)C(C(NC1(CCOCC1)C(N[C@@H](C(F)(F)F)C)=O)=O)=O)C)C)C